C(C1=CC=CC=C1)OC1=CC(=NC(=C1)C)C=1C(=CC(=NC1)N1CCC(CCC1)(F)F)C(F)(F)F 1-[5-(4-benzyloxy-6-methyl-2-pyridinyl)-4-(trifluoromethyl)-2-pyridinyl]-4,4-difluoro-azepane